6-(2-methylpiperazin-1-yl)pyrido[3,4-d]pyrimidin-4-amine hydrochloride Cl.CC1N(CCNC1)C1=CC2=C(N=CN=C2N)C=N1